3-[4-(5-cyclopropylcarbamoyl-4-fluoro-2-methyl-phenyl)-pyrazol-1-yl]-imidazo[1,2-a]pyridine-6-carboxylic acid C1(CC1)NC(=O)C=1C(=CC(=C(C1)C=1C=NN(C1)C1=CN=C2N1C=C(C=C2)C(=O)O)C)F